(S)-7-((2-amino-6-methylpyrimidin-4-yl)methyl)-4-(cyclopropylethynyl)-4-(trifluoro-methyl)-3,4-dihydroquinazolin-2(1H)-one NC1=NC(=CC(=N1)CC1=CC=C2[C@](NC(NC2=C1)=O)(C(F)(F)F)C#CC1CC1)C